calcium sulphate S(=O)(=O)([O-])[O-].[Ca+2]